2-heptyl-3,4-bis(9-aminononyl)-1-pentylcyclohexane C(CCCCCC)C1C(CCC(C1CCCCCCCCCN)CCCCCCCCCN)CCCCC